C(C)OC(=O)C=1N=C(OC1)N(CC1=CC(=CC=C1)OC)CC1=CC(=CC=C1)OC 2-(bis(3-methoxybenzyl)amino)oxazole-4-carboxylic acid ethyl ester